N-(2-oxaspiro[3.3]hept-6-yl)-4-(1-(tetrahydro-2H-pyran-4-yl)-1H-pyrrolo[2,3-c]pyridin-3-yl)pyridin-2-amine C1OCC12CC(C2)NC2=NC=CC(=C2)C2=CN(C1=CN=CC=C12)C1CCOCC1